C(C)(C)(C)N1N=C(C=2C(=NC=C(C21)C(C(=O)O)N2CC(C2)OCCCCCC2=NC=1NCCCC1C=C2)C)C 2-(1-(tert-butyl)-3,4-dimethyl-1H-pyrazolo[4,3-c]pyridin-7-yl)-2-(3-((5-(5,6,7,8-tetrahydro-1,8-naphthyridin-2-yl)pentyl)oxy)azetidin-1-yl)acetic acid